ClC1=CC2=C(OCC(CO2)COC2=CC=C(C=C2)[C@H](CC(=O)OC)C#CC)C=C1 methyl (3S)-3-(4-((7-chloro-3,4-dihydro-2H-benzo[b][1,4]dioxepin-3-yl) methoxy) phenyl)-4-hexynoate